N1(CCCCCC1)C=1N=C(C2=C(C=NNC2=O)N1)NC1=CC=C(C=C1)N1CC(CCC1)O 2-(azepan-1-yl)-4-((4-(3-hydroxypiperidin-1-yl)phenyl)amino)pyrimido[4,5-d]pyridazin-5(6H)-one